ClC1=NC=CC(=C1C1=NN=C(O1)N)C1=C(C=CC=C1)F 5-(2-chloro-4-(2-fluorophenyl)pyridin-3-yl)-1,3,4-oxadiazol-2-amine